NC1=C(C(=CC(=C1)C(N)=O)OC)NCC=CC 4-((2-amino-4-carbamoyl-6-methoxyphenyl)amino)but-2-ene